(R)-5-(5-(1-(3,5-dichloropyridin-4-yl)ethoxy)-6-methoxy-1H-indazol-3-yl)-2-(8-oxa-2,5-diazaspiro[3.5]nonan-2-yl)nicotinonitrile ClC=1C=NC=C(C1[C@@H](C)OC=1C=C2C(=NNC2=CC1OC)C=1C=NC(=C(C#N)C1)N1CC2(C1)NCCOC2)Cl